N[C@@H](COCCC(=O)O)C([2H])([2H])OCC1=CC=CC=C1 (S)-3-(2-Amino-3-(benzyloxy)propoxy-3,3-d2)propanoic acid